2-fluoro-1-[3-[4-(3-hydroxyazetidin-1-yl)-1-[4-(trifluoromethoxy)phenyl]pyrazolo[4,3-c]pyridin-3-yl]azetidin-1-yl]prop-2-en-1-one FC(C(=O)N1CC(C1)C1=NN(C2=C1C(=NC=C2)N2CC(C2)O)C2=CC=C(C=C2)OC(F)(F)F)=C